N(=C=S)C1OC(CNC1)CC 6-isothiocyanato-2-ethylmorpholine